NC1=NNC2=CC=C(C=C12)C=1C=C(C=CC1)C#C[C@]1(C(N(CC1)C)=O)O (R)-3-[2-[3-(3-Amino-1H-indazol-5-yl)phenyl]ethynyl]-3-hydroxy-1-methylpyrrolidin-2-one